C(C1=CC=CC=C1)OC(=O)N1CC(CCC1)N1C=C(C2=C1N=CN=C2N2[C@H](CN(CC2)C(=O)OC(C)(C)C)C)C2CC2 tert-butyl (3S)-4-(7-(1-((benzyloxy)carbonyl)piperidin-3-yl)-5-cyclopropyl-7H-pyrrolo[2,3-d]pyrimidin-4-yl)-3-methylpiperazine-1-carboxylate